Cl.ClC=1SC(=CC1N)Cl 2,5-dichlorothiophene-3-amine hydrochloride